FC1([C@@H](C1)CC=1C=C(C(=C(C1)N1C[C@@H](N(CC1)CC=1SC(=NN1)C)C)C=1N=NNN1)F)F 2-(((2S)-4-(5-(((R)-2,2-difluorocyclopropyl)methyl)-3-fluoro-2-(2H-tetrazol-5-yl)phenyl)-2-methylpiperazin-1-yl)methyl)-5-methyl-1,3,4-thiadiazole